NC1=C(C(=C(C(N1C(C)CC)=O)C#N)C)C=O 6-AMINO-1-SEC-BUTYL-5-FORMYL-4-METHYL-2-OXO-1,2-DIHYDRO-PYRIDINE-3-CARBONITRILE